6-chloropyridin-4-ol ClC1=CC(=CC=N1)O